2,5-Diethyl-6-oxopyrimidin C(C)C=1NC(C(=CN1)CC)=O